C(C)(=O)O[C@@H]1CC2=CC[C@H]3[C@@H]4CC(C[C@@]4(CCNC(C4=CC=C(C=C4)F)=O)CC[C@@H]3[C@]2(CC1)C)=O p-fluorobenzamidomethyl-16-oxo-androst-5-ene-3β-ol acetate